(3'R)-2-[6-amino-5-(trifluoromethyl)pyridin-3-yl]-N-[2-(pyridin-3-yl)propan-2-yl]-6,7-dihydrospiro[pyrazolo[5,1-c][1,4]oxazine-4,3'-pyrrolidine]-1'-carboxamide NC1=C(C=C(C=N1)C1=NN2C(=C1)[C@@]1(CN(CC1)C(=O)NC(C)(C)C=1C=NC=CC1)OCC2)C(F)(F)F